4-(p-chlorophenyl)-1-p-toluenesulfonyl-5,6-dihydropyridin-2(1H)-one ClC1=CC=C(C=C1)C1=CC(N(CC1)S(=O)(=O)C1=CC=C(C)C=C1)=O